C(C)(=O)N1CCC(CC1)NCC1=C(C(=NC=C1)NC=1C(=C(C=CC1)C1=NC=CC(=C1Cl)C1=NC(=C(C=C1)CN1CC2(C1)CNC(C2)=O)OC)Cl)F 2-((2'-(3-((4-(((1-acetylpiperidin-4-yl)amino)methyl)-3-fluoropyridin-2-yl)amino)-2-chlorophenyl)-3'-chloro-6-methoxy-[2,4'-bipyridin]-5-yl)methyl)-2,6-diazaspiro[3.4]octan-7-one